C1(=CC=CC=C1)N=NC1=CC=C(C=C1)S(=O)(=O)O 4-(phenylazo)benzenesulfonic acid